cis-2-methyl-4-propyl-1,3-oxathiolane C[C@@H]1OC[C@@H](S1)CCC